BrC=1C=NC=CC1CO (3-bromopyridin-4-yl)methanol